6-(2-amino-5-bromo-6-fluoropyridin-3-yl)-3,3-dimethyl-3,4-dihydroisoquinolin-1(2H)-one NC1=NC(=C(C=C1C=1C=C2CC(NC(C2=CC1)=O)(C)C)Br)F